4-carboxyphenyl-imidazole C(=O)(O)C1=CC=C(C=C1)C=1NC=CN1